C(CCCCCCC\C=C/C\C=C/CCCCC)(=O)OC1=C2C(=CNC2=CC=C1)C[C@@H]1N(CCC1)C([2H])([2H])[2H] 3-(((R)-1-(methyl-d3) pyrrolidin-2-yl) methyl)-1H-indol-4-yl (9z,12z)-octadeca-9,12-dienoate